F[C@H]1C[C@@H](O[C@@H]1CI)N1C(NC(C(=C1)C)=O)=O 1-[(2R,4S,5S)-4-fluoro-5-(iodomethyl)tetrahydrofuran-2-yl]-5-methyl-pyrimidine-2,4-dione